ClC1=NC(=C2N=CN(C2=N1)C)N[C@@H]1CN(C[C@H]1F)C(=O)OC(C)(C)C |r| rac-tert-Butyl (3R,4R)-3-((2-chloro-9-methyl-9H-purin-6-yl)amino)-4-fluoropyrrolidine-1-carboxylate